C(C)(=O)C1=NN(C2=CC=C(C=C12)N)CC(=O)N(C1CC1)CC(=O)NCC1=C(C(=CC=C1)Cl)F 2-(3-acetyl-5-amino-1H-indazol-1-yl)-N-(2-((3-chloro-2-fluorobenzyl)amino)-2-oxoethyl)-N-cyclopropylacetamide